tert-butyl (2S,4R)-4-((7-methoxy-1,8-naphthyridin-2-yl)oxy)-2-methylpyrrolidine-1-carboxylate COC1=CC=C2C=CC(=NC2=N1)O[C@@H]1C[C@@H](N(C1)C(=O)OC(C)(C)C)C